5-(3-isopropyl-5-(piperidin-4-yl)-1H-pyrrolo[3,2-b]Pyridin-2-yl)-1,3,4-trimethylpyridin-2(1H)-one C(C)(C)C1=C(NC=2C1=NC(=CC2)C2CCNCC2)C=2C(=C(C(N(C2)C)=O)C)C